3-hydroxy-2-(2-methylprop-2-enyl)-4-nitrobenzoic acid methyl ester COC(C1=C(C(=C(C=C1)[N+](=O)[O-])O)CC(=C)C)=O